2,6-difluoro-3-(hexylsulfonylamino)benzoic acid FC1=C(C(=O)O)C(=CC=C1NS(=O)(=O)CCCCCC)F